ethyltrimethylsilyl-tin C(C)[Sn][Si](C)(C)C